Cl.C(C)OC(=O)C1=CC2=C(N=C(N=C2)NC2=NC=C(C=C2)N2CCNCC2)N(C1=O)C1CCCC1 8-Cyclopentyl-7-oxo-2-(5-piperazin-1-yl-pyridin-2-ylamino)-7,8-dihydro-pyrido[2,3-d]pyrimidine-6-carboxylic acid ethyl ester hydrochloride